methyl-diphenyl-silane C[SiH](C1=CC=CC=C1)C1=CC=CC=C1